B(O)(O)O.[N+](=O)([O-])C1=NNC(=N1)NC(NC1=NC(=NN1)[N+](=O)[O-])=N bis(3-nitro-1,2,4-triazolyl)guanidine borate